(4-(4-amino-7-(tetrahydro-2H-pyran-4-yl)imidazo[5,1-f][1,2,4]triazin-5-yl)-3-methoxybenzyl)-5-fluoro-2-methoxybenzamide NC1=NC=NN2C1=C(N=C2C2CCOCC2)C2=C(C=C(CC=1C(=C(C(=O)N)C=C(C1)F)OC)C=C2)OC